C(C)(C)(C)OC(=O)N1C[C@H](CC1)OC1=CC=C(C=C1)C1=C(CCC2=CC=C(C=C12)OC)Br (S)-3-(4-(2-bromo-7-methoxy-3,4-dihydronaphthalen-1-yl)phenoxy)pyrrolidine-1-carboxylic acid tert-butyl ester